4-(2-(4-methyl-1,1-dioxido-6-phenyl-1,2,6-thiadiazinan-2-yl)acetamido)adamantane CC1CN(S(N(C1)C1=CC=CC=C1)(=O)=O)CC(=O)NC1C2CC3CC(CC1C3)C2